C1(CC1)[C@H](C=1C=NC2=CC=CC=C2C1)NC=1C2=C(N=C(N1)N1CCN(CC1)C(C)=O)C=NN2C(CC)CC 1-{4-[7-[((R)-Cyclopropyl-quinolin-3-yl-methyl)-amino]-1-(1-ethyl-propyl)-1H-pyrazolo[4,3-d]pyrimidin-5-yl]-piperazin-1-yl}-ethanone